(2R,3S,4S,5R)-3-(4-fluoro-2-methoxyphenyl)-4,5-dimethyl-5-(trifluoromethyl)tetrahydrofuran-2-carboxylic acid FC1=CC(=C(C=C1)[C@H]1[C@@H](O[C@]([C@H]1C)(C(F)(F)F)C)C(=O)O)OC